(2S,5R)-2-(N-(2-(1-Acetylpyrrolidin-3-yl) ethyl) carbamimidoyl)-7-oxo-1,6-diazabicyclo[3.2.1]octan-6-yl hydrogen sulfate S(=O)(=O)(ON1[C@@H]2CC[C@H](N(C1=O)C2)C(NCCC2CN(CC2)C(C)=O)=N)O